CC1=CC=C(C=C1)S(=O)(=O)NC(C(CCC1=CC=CC=C1)C)C1CCOCC1 4-methyl-N-(2-methyl-4-phenyl-1-(tetrahydro-2H-pyran-4-yl)butyl)benzene-sulfonamide